6-(3,4-Dichlorophenyl)-1-[1-(methyloxy)-3-buten-1-YL]-3-azabicyclo[4.1.0]heptane ClC=1C=C(C=CC1Cl)C12CCNCC2(C1)C(CC=C)OC